5-bromo-N,N-diethyl-7-methyl-4,6,6a,7,8,9-hexahydroindolo[4,3-fg]quinoline-9-carboxamide BrC=1NC2=CC=CC=3C4=CC(CN(C4CC1C32)C)C(=O)N(CC)CC